(5-bromo-1-isopropyl-1H-indazol-3-yl)methanol BrC=1C=C2C(=NN(C2=CC1)C(C)C)CO